[4-(4-fluorophenyl)-5-(pyridine-4-yl)-1H-imidazole-1-yl]Acetic acid TFA salt OC(=O)C(F)(F)F.FC1=CC=C(C=C1)C=1N=CN(C1C1=CC=NC=C1)CC(=O)O